ClCC=1C(=C(C2=C(N=C(O2)C=2C(=C(C=CC2)C2=C(C(=CC=C2)C=2OC3=C(N2)C=C(C(=C3)OC(F)F)CN3[C@@H](CCC3)C(=O)OC)C)C)C1)F)F methyl ((2-(3'-(5-(chloromethyl)-6,7-difluorobenzo[d]oxazol-2-yl)-2,2'-dimethyl-[1,1'-biphenyl]-3-yl)-6-(difluoromethoxy)benzo[d]oxazol-5-yl)methyl)-L-prolinate